FC(\C=C(\C1=CC=CC=C1)/N1C=CC=C1)F (Z)-1-(3,3-difluoro-1-phenylpropan-1-en-1-yl)-azole